FC(C(F)(F)F)C1=CC=C(C=C1)C1=CC=C(C=C1)C(C(F)(F)F)F 4,4'-bis(1,2,2,2-tetrafluoroethyl)-1,1'-Biphenyl